tert-Butyl rac-(2S,4S)-4-(tert-butoxycarbonylcarbamothioylamino)-2-methylpiperidine-1-carboxylate C(C)(C)(C)OC(=O)NC(=S)N[C@@H]1C[C@@H](N(CC1)C(=O)OC(C)(C)C)C |r|